C/C(=C/CCC(=O)O)/CCC=C(C)C.C(C)(=O)OC\C=C(\C)/CCC=C(C)C neryl acetate (Z)-3,7-dimethyloct-2,6-dien-1-yl-acetate